4-methoxy-5-(2-morpholinopyrimidin-5-yl)-2-(cis-3,4,5-trimethylpiperazin-1-yl)aniline COC1=CC(=C(N)C=C1C=1C=NC(=NC1)N1CCOCC1)N1C[C@H](N([C@H](C1)C)C)C